CN(C)CC1=C(C=CC=C1)C=1C=C(SC1)[C@@H](C)NC1=NC(=NC2=CC(=C(C=C12)C1CCC(CC1)C(=O)O)OC)C (1R,4R)-4-(4-(((R)-1-(4-(2-((dimethylamino)Methyl)phenyl)thiophen-2-yl)ethyl)amino)-7-methoxy-2-methylquinazolin-6-yl)cyclohexane-1-carboxylic acid